C1(CC1)C=1C=CC(=NC1F)[C@@H](NC(=O)[C@H]1N(C[C@@H](C1)F)C(CC1=C(N=NN1)C(F)(F)F)=O)C1=CC=CC=C1 (2S,4R)-N-[(S)-(5-cyclopropyl-6-fluoropyridin-2-yl)(phenyl)methyl]-4-fluoro-1-{2-[4-(trifluoromethyl)-1H-1,2,3-triazol-5-yl]acetyl}pyrrolidine-2-carboxamide